2-amino-N-(4-hydroxybicyclo[2.2.2]oct-1-yl)-5-(4-(3-(tetrahydro-2H-pyran-4-yl)-3-azabicyclo[3.1.0]hex-1-yl)phenyl)nicotinamide NC1=C(C(=O)NC23CCC(CC2)(CC3)O)C=C(C=N1)C1=CC=C(C=C1)C13CN(CC3C1)C1CCOCC1